(14Z)-17-hydroxy-14-heptadecenyl acetate C(C)(=O)OCCCCCCCCCCCCC\C=C/CCO